5'-methanesulfonyloxyguanosine ethyl-2-[[(1R,2S,5R)-5-methyl-2-propan-2-ylcyclohexane-carbonyl]amino]acetate C(C)C(C(=O)OC([C@@H]1[C@H]([C@H]([C@@H](O1)N1C=NC=2C(=O)NC(N)=NC12)O)O)OS(=O)(=O)C)NC(=O)[C@H]1[C@@H](CC[C@H](C1)C)C(C)C